C([2H])([2H])([2H])N (2H3)methylamine